FC(C(=O)O)(F)F.F[C@@H]1CNCC[C@@H]1NC1=NC=C(C(=N1)OC1C(COCC1)(C)O)C#N 2-(((3R,4S)-3-fluoropiperidin-4-yl)amino)-4-((3-hydroxy-3-methyltetrahydro-2H-pyran-4-yl)oxy)pyrimidine-5-carbonitrile trifluoroacetate